Cl.FC=1C=C(C=CC1)C=1C(C(=CN(C1)C)C(=O)N)=O 5-(3-fluorophenyl)-1-methyl-4-oxopyridine-3-carboxamide hydrochloride